(R)-2-hydroxy-N-((3-(4-(trifluoromethyl)phenyl)imidazo[1,2-a]pyrimidin-2-yl)methyl)propanamide O[C@@H](C(=O)NCC=1N=C2N(C=CC=N2)C1C1=CC=C(C=C1)C(F)(F)F)C